The molecule is an icosanoid anion that is the conjugate base of 15(R)-HEPE arising from deprotonation of the carboxylic acid group; major species at pH 7.3. It has a role as a mouse metabolite, an anti-inflammatory agent and a human xenobiotic metabolite. It is a long-chain fatty acid anion and a HEPE(1-). It is a conjugate base of a 15(R)-HEPE. It is an enantiomer of a 15(S)-HEPE(1-). CC/C=C\\C[C@H](/C=C/C=C\\C/C=C\\C/C=C\\CCCC(=O)[O-])O